5-[4-(6-cyclobutoxy-2-pyridyl)-phenyl]hexanoic acid C1(CCC1)OC1=CC=CC(=N1)C1=CC=C(C=C1)C(CCCC(=O)O)C